bromo-2-(4-isopropylpiperidin-1-yl)-4-methylpyrimidine BrC=1C(=NC(=NC1)N1CCC(CC1)C(C)C)C